5-(1-chloropyrrolidin-3-yl)-1H-benzo[cd]indol-2-one hydrochloride Cl.ClN1CC(CC1)C=1C=CC=2C(NC3=CC=CC1C23)=O